C(C1=CC=CC=C1)OC(C1=C(C=CC=C1)OC(C(=C)C)=O)=O 2-(methacryloyloxy)benzoic acid benzyl ester